OC[C@H]1N(C[C@H](C1)C(F)(F)F)C(=O)OC(C)(C)C tert-butyl (2S,4S)-2-(hydroxymethyl)-4-(trifluoromethyl)pyrrolidine-1-carboxylate